C(C)(C)(C)OC(=O)NCC=1C(=C(C=CC1)C=1C=C2C=C(C(=NC2=CC1)N1CCN(CC1)C(=O)OC(C)(C)C)Cl)OC tert-butyl 4-[6-[3-[(tert-butoxycarbonylamino)methyl]-2-methoxy-phenyl]-3-chloro-2-quinolyl]piperazine-1-carboxylate